OCCN1CC(N(C2=C(C1=O)NC(=N2)OC2=CC(=CC=C2)OC(F)(F)F)C)=O 7-(2-hydroxyethyl)-4-methyl-2-[3-(trifluoromethoxy)phenoxy]-1H,4H,5H,6H,7H,8H-imidazo[4,5-e][1,4]diazepine-5,8-dione